3-Nitro-4-(3,3,3-Trifluoropropoxy)benzonitrile [N+](=O)([O-])C=1C=C(C#N)C=CC1OCCC(F)(F)F